C[C@@H]1CN(C[C@@H](O1)C)C1=NC=NC(=C1)C1=NNC2=CC=C(C=C12)OC1(CC1)C cis-2,6-dimethyl-4-[6-[5-(1-methylcyclopropoxy)-1H-indazol-3-yl]pyrimidin-4-yl]morpholine